adamantanic acid C12(CC3CC(CC(C1)C3)C2)C(=O)O